dihydropyrazine-2-carbonitrile N1C(C=NC=C1)C#N